BrC1=C(C=C(C(=C1)N)Br)N 2,5-Dibromobenzene-1,4-diamine